tert-butyl 3-[4-(1-[3-[2-(2,6-dioxopiperidin-3-yl)-1-oxo-3H-isoindol-5-yl]prop-2-yn-1-yl]piperidin-4-yl)phenoxymethyl]piperidine-1-carboxylate O=C1NC(CCC1N1C(C2=CC=C(C=C2C1)C#CCN1CCC(CC1)C1=CC=C(OCC2CN(CCC2)C(=O)OC(C)(C)C)C=C1)=O)=O